(E)-2-(3-nitrophenyl)ethane-1-sulfonyl fluoride [N+](=O)([O-])C=1C=C(C=CC1)CCS(=O)(=O)F